omega-aminocaproic acid C(CCC(=O)O)CCN